5-chloro-6-(difluoromethoxy)-N-[(4-methoxypyridin-3-yl)methyl]pyridine-3-carboxamide ClC=1C=C(C=NC1OC(F)F)C(=O)NCC=1C=NC=CC1OC